O=C1N(C(C2=CC=CC=C12)=O)C1CC(NC1)C(=O)N 4-(1,3-dioxoisoindolin-2-yl)pyrrolidine-2-carboxamide